NC1=C2C(=NC=N1)N(N=C2I)C2CN(CC2)C(C=C)=O 1-(3-(4-amino-3-iodo-1H-pyrazolo[3,4-d]Pyrimidin-1-yl)pyrrolidin-1-yl)prop-2-en-1-one